2-benzyl-2-(dimethylamino)-1-[4-(4-morpholinyl)phenyl]-1-butanon C(C1=CC=CC=C1)C(C(=O)C1=CC=C(C=C1)N1CCOCC1)(CC)N(C)C